Cl.N1CC(CC1)CC(=O)OC Methyl 3-pyrrolidinylacetate hydrochloride